C(N)(=O)C1=C(C(=CC(=C1)C#N)C)NC(=O)C=1N(N=C(C1)OCC(F)(F)F)CC(F)F N-(2-carbamoyl-4-cyano-6-methyl-phenyl)-2-(2,2-difluoroethyl)-5-(2,2,2-trifluoroethoxy)pyrazole-3-carboxamide